ClC1=C2C(=NC=C1C=1C=C(C=CC1)N1C(CN(CC1)C(=O)OC(C)(C)C)=O)NC=C2I tert-butyl 4-(3-(4-chloro-3-iodo-1H-pyrrolo[2,3-b]pyridin-5-yl)phenyl)-3-oxopiperazine-1-carboxylate